BrC=1C=C(C(=O)C2=CC(=CC=C2)O)C=CC1 3-bromo-3'-hydroxy-benzophenone